N-tert-butoxycarbonyllysine methyl ester hydrochloride Cl.COC([C@@H](NC(=O)OC(C)(C)C)CCCCN)=O